FC(C1=NN(C=C1NC(=O)C=1C=NN2C1N=C(C=C2)N2CCOCC2)C2CCN(CC2)C(CCC=O)=O)F N-(3-(difluoromethyl)-1-(1-(4-oxobutanoyl)piperidin-4-yl)-1H-pyrazol-4-yl)-5-morpholinopyrazolo[1,5-a]pyrimidine-3-carboxamide